((diethoxyphosphoryl)difluoromethyl)quinoline-2-carboxylic acid benzyl ester C(C1=CC=CC=C1)OC(=O)C1=NC2=CC=CC=C2C=C1C(F)(F)P(=O)(OCC)OCC